N-(2-((2-(dimethylamino)ethyl)(methyl)amino)-4-methoxy-5-((4-(5-(2-methoxyethoxy)-1H-indol-1-yl)pyrimidin-2-yl)amino)phenyl)acrylamide CN(CCN(C1=C(C=C(C(=C1)OC)NC1=NC=CC(=N1)N1C=CC2=CC(=CC=C12)OCCOC)NC(C=C)=O)C)C